6-methyl-N-(3-phenylpropyl)-2-(pyridazin-3-yl)thieno[2,3-d]pyrimidin-4-amine CC1=CC2=C(N=C(N=C2NCCCC2=CC=CC=C2)C=2N=NC=CC2)S1